ClC=1C(=C(SC1C1=CC(=CC=C1)NC1CCN(CC1)S(=O)(=O)CC1=CC(=CC=C1)[N+](=O)[O-])C(=O)OC(C)(C)C)OCC(=O)OCC tert-butyl 4-chloro-3-(2-ethoxy-2-oxo-ethoxy)-5-[3-[[1-[(3-nitrophenyl)methylsulfonyl]-4-piperidyl]amino]phenyl]thiophene-2-carboxylate